6-(5,6-difluoro-1H-indol-3-yl)-2-methylpyridin-3-amine FC=1C=C2C(=CNC2=CC1F)C1=CC=C(C(=N1)C)N